ClC=1C=C(C=CC1OC=1C=NC(=CC1)C)NC1=NC=NC2=C1C1=C(CCN(CC1)C(\C=C\CN(C)C)=O)S2 (E)-1-(4-((3-Chloro-4-((6-methylpyridin-3-yl)oxy)phenyl)amino)-8,9-dihydro-5H-pyrimido[5',4':4,5]thieno[2,3-d]azepin-7(6H)-yl)-4-(dimethylamino)but-2-en-1-one